ClC=1C=C(C=CC1C)N1C(=NC2=C1C=C(C=C2)N2CCOCC2)C#C[Si](C(C)C)(C(C)C)C(C)C 4-(1-(3-chloro-4-methylphenyl)-2-((triisopropylsilyl)ethynyl)-1H-benzo[d]imidazol-6-yl)morpholine